1-((S)-3-((4-((2,3-difluoro-4-(((R)-tetrahydrofuran-3-yl)methoxy)phenyl)amino)pyrido[3,2-d]pyrimidin-6-yl)oxy)pyrrolidin-1-yl)prop-2-en-1-one FC1=C(C=CC(=C1F)OC[C@H]1COCC1)NC=1C2=C(N=CN1)C=CC(=N2)O[C@@H]2CN(CC2)C(C=C)=O